NC(C(=O)O)CC1=CNC2=CC(=CC(=C12)CC=C(C)C)F 2-amino-3-[6-fluoro-4-(3-methyl-2-butenyl)-1H-indol-3-yl]propionic acid